(S)-methyl 2-((1R,2S,5S)-6,6-dimethyl-3-azabicyclo[3.1.0]hexane-2-carboxamido)-3-((R)-5-oxo-4-azaspiro[2.4]heptan-6-yl)propanoate CC1([C@H]2CN[C@@H]([C@@H]12)C(=O)N[C@H](C(=O)OC)C[C@H]1C(NC2(CC2)C1)=O)C